(4-amino-2-formyl-7-(pyrimidin-4-yl)pyrazolo[1,5-a]pyrazin-6-yl)benzonitrile NC=1C=2N(C(=C(N1)C1=C(C#N)C=CC=C1)C1=NC=NC=C1)N=C(C2)C=O